CC1=CC=CC(=N1)C1=NNC=C1C1=NC2=CC=CN=C2C=C1 2-[3-(6-methylpyridin-2-yl)-1H-pyrazol-4-yl]-1,5-naphthyridine